CC=1NC(=C(C(C1C(=O)OCCOC)C1=C(C=CC=C1)[N+](=O)[O-])C(NC)=O)C 2-Methoxyethyl 2,6-dimethyl-5-(methylcarbamoyl)-4-(2-nitrophenyl)-1,4-dihydropyridine-3-carboxylate